CC1(N=N1)CCSCCC(=O)ON1C(CCC1=O)=O 2,5-Dioxopyrrolidin-1-yl 3-((2-(3-methyl-3H-diazirin-3-yl)ethyl)thio)propanoate